CC1(CNCC1)N 3-methylpyrrolidin-3-amine